2-(2-Cyclopropylpyridin-3-yl)-5-methoxy-N-methyl-N-((1-(pyridin-2-yl)piperidin-4-yl)methyl)pyrimidin-4-amine C1(CC1)C1=NC=CC=C1C1=NC=C(C(=N1)N(CC1CCN(CC1)C1=NC=CC=C1)C)OC